[Na].C(C)(CC)C1C(NC2=C(CN1CCC(=O)N)C=CC=C2)=O 3-(3-(sec-butyl)-2-oxo-1,2,3,5-tetrahydro-4H-benzo[1,4]diazepin-4-yl)propionamide sodium